ClC1=CC=C2C(=CNC2=C1)S(=O)(=O)NC1=NC(=C(C(=N1)OC)CCC#N)OC.[Br].[Li] Lithium bromine 6-chloro-N-[5-(2-cyanoethyl)-4,6-dimethoxy-pyrimidin-2-yl]-1H-indole-3-sulfonamide